C(C)C=1C=NN(C1)C1(CN(C1)C=1C=2N(C=CC1)N=C(N2)NC=2C=C1CCN(CC1=CC2)[C@@H]2COCC2)CC#N |r| 2-[3-(4-ethylpyrazol-1-yl)-1-[2-[[2-[rac-(3S)-tetrahydrofuran-3-yl]-3,4-dihydro-1H-isoquinolin-6-yl]amino]-[1,2,4]triazolo[1,5-a]pyridin-8-yl]azetidin-3-yl]acetonitrile